6-chloro-3-(3-(trifluoromethoxy)phenyl)imidazo[1,2-b]pyridazine ClC=1C=CC=2N(N1)C(=CN2)C2=CC(=CC=C2)OC(F)(F)F